N-(4-cyano-2-fluorophenyl)-4-[hydroxy(phenyl)methyl]-1H-pyrrole-3-sulfonamide C(#N)C1=CC(=C(C=C1)NS(=O)(=O)C1=CNC=C1C(C1=CC=CC=C1)O)F